1-(bromomethyl)-4-(methyl-d3)benzene BrCC1=CC=C(C=C1)C([2H])([2H])[2H]